C(C=C)(=O)NC1=C2C(=NNC2=CC=C1)C(=O)NC1=CC=C(C=C1)N1CCN(CC1)C 4-acrylamido-N-(4-(4-methylpiperazin-1-yl)phenyl)-1H-indazole-3-carboxamide